ClC=1C2=C(N=C(N1)N)NC(=C2)C 4-chloro-6-methyl-7H-pyrrolo[2,3-d]pyrimidin-2-amine